(2,6-dihydroxy-5'-methyl-4-pentyl-2'-(prop-1-en-2-yl)-1',2',3',4'-tetrahydro-[1,1'-biphenyl]-3-yl)(4-(methylsulfonyl)piperazin-1-yl)methanone OC1=C(C(=CC(=C1C(=O)N1CCN(CC1)S(=O)(=O)C)CCCCC)O)C1C(CCC(=C1)C)C(=C)C